C(C)(C)(C)OC(N[C@H]1C2(CN3N=CC=C31)CCN(CC2)C2=NC=C(N=C2)OC2=CC(=CC=C2)F)=O (S)-(1-(5-(3-fluorophenoxy)pyrazin-2-yl)-4'H,6'H-spiro[piperidine-4,5'-pyrrolo[1,2-b]pyrazole]-4'-yl)carbamic acid tert-butyl ester